N1C=CC2=CC=C(C=C12)CC(=O)NC1=CC(=NC=C1)C(=O)O 4-[[2-(1H-indol-6-yl)acetyl]amino]pyridine-2-carboxylic acid